COC1=CC=C(C=C1)CN(C1=C(C=C(C(=N1)OC)CCC(=O)OCC)F)CC1=CC=C(C=C1)OC ethyl 3-[6-[bis[(4-methoxyphenyl)methyl]amino]-5-fluoro-2-methoxy-3-pyridyl]propanoate